2-chloro-5-fluoro-3-(pyrrolidin-2-yl)pyridine ClC1=NC=C(C=C1C1NCCC1)F